N[C@H](CC1=C(C=2N=C(N=C(C2S1)NCC=1OC=CC1)C)C)C 6-[(2S)-2-aminopropyl]-N-[(furan-2-yl)methyl]-2,7-dimethylthieno[3,2-d]pyrimidin-4-amine